4-(3-(dimethylamino)pyrrolidin-1-yl)-N-(4-(2-(4-methoxyphenyl)propan-2-yl)thiazol-2-yl)benzamide CN(C1CN(CC1)C1=CC=C(C(=O)NC=2SC=C(N2)C(C)(C)C2=CC=C(C=C2)OC)C=C1)C